2-(sec-Butyl)-3-ethylbenzo[4,5]imidazo[1,2-a]pyrimidin-4-yl (2-methoxyethyl) carbonate C(OC1=C(C(=NC=2N1C1=C(N2)C=CC=C1)C(C)CC)CC)(OCCOC)=O